F[C@@H]1C[C@H](N(C1)C(CN1C=NN=C1)=O)C(=O)N[C@H](C1=NC=C(C=C1)C(C)C)C1=CC=CC=C1 (2S,4R)-4-fluoro-N-[(S)-phenyl[5-(propan-2-yl)pyridin-2-yl]methyl]-1-[2-(4H-1,2,4-triazol-4-yl)acetyl]pyrrolidine-2-carboxamide